1-phenyl-phthalimide C1(=CC=CC=C1)C12C(=O)NC(C1C=CC=C2)=O